C(CCCS(=O)(=O)O)S(=O)(=O)O.ClC=1C2=C(N=CN1)C=CN2C(C)C=2OC1=CC=CC=C1C(C2C2=CC(=CC=C2)F)=O 2-(1-(4-Chloro-5H-pyrrolo[3,2-d]pyrimidin-5-yl)ethyl)-3-(3-fluorophenyl)-4H-chromen-4-one butanedisulphonate